bis[2-(acryloyloxy) ethyl] ether C(C=C)(=O)OCCOCCOC(C=C)=O